ClC1=CC=C(C=C1)C(N1C(N(CC1)CCO)=O)C1=CC=C(C=C1)Cl (R or S)-N-(bis(4-chlorophenyl)methyl)-3-(2-hydroxyethyl)-2-oxoimidazolidine